C[C@@H](C1=CC2=CC=CC=C2C=C1)O (S)-(-)-1-(2-naphthyl)ethanol